2-(4-bromo-2,6-difluorophenyl)-5-(pyrrolidin-1-yl)-2,6-dihydro-7H-[1,2,3]triazolo[4,5-d]pyrimidin-7-one BrC1=CC(=C(C(=C1)F)N1N=C2C(N=C(NC2=O)N2CCCC2)=N1)F